6-mercapto-2-((6-methoxypyridin-3-yl)methyl)phthalazin-1(2H)-one SC=1C=C2C=NN(C(C2=CC1)=O)CC=1C=NC(=CC1)OC